NCCCN1CCOCC1 4-(γ-Aminopropyl)morpholine